3-(4-(hydroxymethyl)pyridin-2-yl)-N-(1-(2-hydroxypyridin-3-yl)ethyl)imidazo[1,2-b]pyridazine-6-amine OCC1=CC(=NC=C1)C1=CN=C2N1N=C(C=C2)NC(C)C=2C(=NC=CC2)O